(R)-N4-(1-Ethyl-3-(6-(trifluoromethyl)pyridin-3-yl)-1H-pyrazol-5-yl)-2-methyl-N1-((S)-11-oxo-2,3,10,11-tetrahydro-1H,5H-benzo[d]pyrazolo[1,2-a][1,2]diazepin-10-yl)succinamide C(C)N1N=C(C=C1NC(C[C@H](C(=O)N[C@H]1C2=C(CN3N(C1=O)CCC3)C=CC=C2)C)=O)C=2C=NC(=CC2)C(F)(F)F